C1(=CC=CC=C1)C=1N(C2=CC=CC=C2C1)S(=O)(=O)C1=CC=C(C)C=C1 2-phenyl-1-tosyl-1H-indole